CNC=1C2=C(N=C(N1)NC1=CC=C(C=3OCCOC31)C(=O)N3CCOCC3)NC=C2C#N 4-(methylamino)-2-((8-(morpholine-4-carbonyl)-2,3-dihydrobenzo[b][1,4]dioxin-5-yl)amino)-7H-pyrrolo[2,3-d]pyrimidine-5-carbonitrile